5-Chloro-1-(1-(7-chloroquinolin-4-yl)piperidin-4-yl)-1H-benzimidazol-2(3H)-one ClC1=CC2=C(N(C(N2)=O)C2CCN(CC2)C2=CC=NC3=CC(=CC=C23)Cl)C=C1